ClC=1C(=C2C(=NC1)OCO2)COC=2C=CC=C1CN(C(C21)=O)[C@@H](C(C)(C)O)C2CC2 |o1:22| (R or S)-7-((6-chloro-[1,3]dioxolo[4,5-b]pyridin-7-yl)methoxy)-2-(1-cyclopropyl-2-hydroxy-2-methylpropyl)isoindolin-1-one